N-(3-trifluoromethylphenyl)-1,2-phenylenediamine FC(C=1C=C(C=CC1)NC1=C(C=CC=C1)N)(F)F